C1(CC1)CN1N=CC(=C1)S(=O)(=O)N(CC1=CC=C(C=C1)OC)CC1=CC=C(C=C1)OC 1-(cyclopropylmethyl)-N,N-bis[(4-methoxyphenyl)methyl]-1H-pyrazole-4-sulfonamide